3-(6-((4-(((7-(3-(7-(4-(2-hydroxyethyl)piperazin-1-yl)-2-methyl-3-phenyl-pyrazolo[1,5-a]pyrimidin-5-yl)phenyl)heptyl)amino)methyl)benzyl)oxy)-1-oxoisoindolin-2-yl)-piperidine-2,6-dione OCCN1CCN(CC1)C1=CC(=NC=2N1N=C(C2C2=CC=CC=C2)C)C=2C=C(C=CC2)CCCCCCCNCC2=CC=C(COC1=CC=C3CN(C(C3=C1)=O)C1C(NC(CC1)=O)=O)C=C2